tert-butyl (2S,6S)-4-[8-carbamoyl-2-(2-methoxyethoxy)quinolin-5-yl]-2,6-dimethylpiperazine-1-carboxylate C(N)(=O)C=1C=CC(=C2C=CC(=NC12)OCCOC)N1C[C@@H](N([C@H](C1)C)C(=O)OC(C)(C)C)C